11-(4-(cyclopropylsulfonyl)phenyl)-17-(1,1-difluoroprop-2-yn-1-yl)-3-(2-(2-methoxyethoxy)ethoxy)-13-methyl-7,8,9,11,12,13,14,15,16,17-decahydro-6H-cyclopenta[a]phenanthren-17-ol C1(CC1)S(=O)(=O)C1=CC=C(C=C1)C1CC2(C(CCC2C2CCC=3C=C(C=CC3C12)OCCOCCOC)(O)C(C#C)(F)F)C